C1=2CCCCC2CC=C1 bicyclo[4.3.0]nona-1(6),8-diene